2-(dodecyl-thio-thiocarbonylthio)-2-methylpropionic acid C(CCCCCCCCCCC)SC(=S)SC(C(=O)O)(C)C